C(CCCCCCC\C=C/CCCCCCCC)(=O)OCC(COC(CCCCCCC\C=C/CCCCCCCC)=O)(COC(CCCCN1CCCCC1)=O)COC(CCCCCCC\C=C/CCCCCCCC)=O 2-((oleoyloxy)methyl)-2-(((5-(piperidin-1-yl)pentanoyl)oxy)methyl)propane-1,3-diyl dioleate